BrC=1SC(=CN1)CO (2-bromo-1,3-thiazol-5-yl)methanol